[O-]S(=O)(=O)C(F)(F)F.C1(=C(C=CC=C1)[I+]C1=C(C=C(C=C1C)C)C)C (2-tolyl)(2,4,6-trimethylphenyl)iodonium triflate